NC=1N=CC2=C(N1)C(=NC(=C2)N(C(OC(C)(C)C)=O)C)NC(C)C Tert-butyl (2-amino-8-(isopropylamino)pyrido[3,4-d]pyrimidin-6-yl)(methyl)carbamate